methylphenyl-dibenzylammonium hexafluoroantimonate hexafluorophosphate F[P-](F)(F)(F)(F)F.F[Sb-](F)(F)(F)(F)F.C[N+](CC1=CC=CC=C1)(CC1=CC=CC=C1)C1=CC=CC=C1.C[N+](C1=CC=CC=C1)(CC1=CC=CC=C1)CC1=CC=CC=C1